8-bromo-N-methyl-N-[1-(3-pyrimidin-2-ylpyrazin-2-yl)ethyl]-6-(trifluoromethyl)quinazolin-4-amine BrC=1C=C(C=C2C(=NC=NC12)N(C(C)C1=NC=CN=C1C1=NC=CC=N1)C)C(F)(F)F